COC1=CC=CC=2C3=C(NC12)CCN(C3)C(=O)[C@H]3[C@@H](CCCC3)C(=O)NC3COCC3=O (1R,2R)-2-(6-methoxy-2,3,4,5-tetrahydro-1H-pyrido[4,3-b]indole-2-carbonyl)-N-(S)-(4-oxotetrahydrofuran-3-yl)-cyclohexane-1-carboxamide